NC1=CN=C(N(C1=O)CC(=O)NCC1=CC=2C=NC=CC2N1S(=O)(=O)C1=CC=CC=C1)C1=CC=CC=C1 2-(5-Amino-6-oxo-2-phenyl-pyrimidin-1-yl)-N-[[1-(benzenesulfonyl)pyrrolo[3,2-C]pyridin-2-yl]methyl]acetamide